C(C)(C)(C)N1N=C(C(=C1NC1=CC(=NC=C1)OCCCCCCCCCCCCCC(=O)OC(C)(C)C)C(N)=O)C1=CC=C(C=C1)NS(=O)(=O)CC tert-butyl 14-[(4-{[1-tert-butyl-4-carbamoyl-3-(4-ethanesulfonamidophenyl)-1H-pyrazol-5-yl]amino}pyridin-2-yl)oxy]tetradecanoate